C(C=CC)(=O)[O-].[Co+2].C(C=CC)(=O)[O-] cobalt butenate